N-((1S,2S)-2-Hydroxycyclobutyl)-7-(methylamino)-5-((1-morpholino-2-carbonyl-1,2-dihydropyridin-3-yl)amino)pyrazolo[1,5-a]pyrimidine-3-carboxamide O[C@@H]1[C@H](CC1)NC(=O)C=1C=NN2C1N=C(C=C2NC)NC=2C(N(C=CC2)N2CCOCC2)=C=O